ClC1=C(C=CC(=C1)F)NC1=NC=C(C(=N1)N1C=NC(=C1)C(=O)N[C@H](CO)C1=CC(=CC=C1)Cl)C (S)-1-(2-((2-chloro-4-fluorophenyl)-amino)-5-methyl-pyrimidin-4-yl)-N-(1-(3-chlorophenyl)-2-hydroxy-ethyl)-1H-imidazole-4-carboxamide